ClC1=CC(=C(C=C1C1=CC=NS1)NS(=O)(=O)C=1C=C(C(=O)O)C=CC1C1CC1)OC1CCC1 3-(N-(4-chloro-2-cyclobutoxy-5-(isothiazol-5-yl)phenyl)sulfamoyl)-4-cyclopropylbenzoic acid